tert-butyl 4-(5-(trifluoromethyl)pyridin-3-yl)benzoate FC(C=1C=C(C=NC1)C1=CC=C(C(=O)OC(C)(C)C)C=C1)(F)F